4-[[(1S,2S)-4,6-dichloro-2-(dimethylamino)-2,3-dihydro-1H-inden-1-yl]oxy]-2-fluoro-5-methylbenzene ClC1=C2C[C@@H]([C@H](C2=CC(=C1)Cl)OC1=CC(=CC=C1C)F)N(C)C